C(C)(C)Cl.[Li].[Mg] Magnesium lithium isopropylchloride